COC(CC\C=C\C1=CC2=CC=CC=C2C=C1)=O (4E)-5-(naphthalen-2-yl)pent-4-enoic acid methyl ester